ClC=1C=C(C=CC1OC)C1(CN(C1)C=1N=C(C2=C(N1)CC[S@]2=O)NC2=CC=C(C=C2)CC(=O)O)O |r| (R/S)-2-(4-((2-(3-(3-chloro-4-methoxyphenyl)-3-hydroxyazetidin-1-yl)-5-oxo-6,7-dihydrothieno[3,2-d]pyrimidin-4-yl)amino)phenyl)acetic acid